O=CCCCNC(OCC1=CC=CC=C1)=O Benzyl (4-oxobutyl)carbamate